C1(=CC=CC=C1)COC1=CC(=NC=C1)CO (4-(phenylmethyloxy)pyridin-2-yl)methanol